ClC1=CC=2N(C=C1)C(=CN2)S(=O)(=O)NC2=C(C=C(C(=C2)F)CCC#N)F 7-chloro-N-(4-(2-cyanoethyl)-2,5-difluorophenyl)imidazo[1,2-a]pyridine-3-sulfonamide